(6R)-5-tert-butyl 3-ethyl 2-(2-((1-(4-(difluoromethoxy) phenyl) ethyl) amino) ethyl)-6-methyl-6,7-dihydro-2H-pyrazolo[4,3-c]pyridine-3,5(4H)-dicarboxylate FC(OC1=CC=C(C=C1)C(C)NCCN1N=C2C(CN([C@@H](C2)C)C(=O)OC(C)(C)C)=C1C(=O)OCC)F